(R)-(4-(difluoromethyl)oxazol-5-yl)(4-(4-fluoropyrazolo[1,5-a]pyridin-2-yl)-6,7-dihydro-1H-imidazo[4,5-c]pyridin-5(4H)-yl)methanone FC(C=1N=COC1C(=O)N1[C@H](C2=C(CC1)NC=N2)C2=NN1C(C(=CC=C1)F)=C2)F